3-(3-fluorophenyl)azetidine FC=1C=C(C=CC1)C1CNC1